3-(pyridin-2-yl)oxolane-3-carbonitrile N1=C(C=CC=C1)C1(COCC1)C#N